2-bromo-N-(4-(1,1,1,3,3,3-hexafluoro-2-hydroxypropan-2-yl)phenyl)benzamide BrC1=C(C(=O)NC2=CC=C(C=C2)C(C(F)(F)F)(C(F)(F)F)O)C=CC=C1